S1C(=NC2=C1C=CC=C2)C2=C(C=C(C=C2)OC)NC(C=CC2=CC=CC=C2)=O N-(2-(benzo[d]thiazol-2-yl)-5-methoxyphenyl)cinnamamide